(3-acrylamidopropyl) dimethylaminopropane-1-sulfonate CN(C)C(CC)S(=O)(=O)OCCCNC(C=C)=O